BrC1=CC=C(CC=2C=3N(N=C(C2)C(=O)N)C=CC3)C=C1 4-(4-bromobenzyl)-pyrrolo[1,2-b]pyridazine-2-carboxamide